N-(4-(4-(methylsulfonyl)piperazin-1-yl)pyridin-2-yl)-6-(1H-pyrazol-4-yl)imidazo[1,2-a]pyridin-2-amine CS(=O)(=O)N1CCN(CC1)C1=CC(=NC=C1)NC=1N=C2N(C=C(C=C2)C=2C=NNC2)C1